(S)-tert-Butyl 3-(4-(2-(4-(cyclopropanecarboxamido)-2,3-difluorophenoxy)pyridin-3-yl)pyrimidin-2-ylamino)piperidine-1-carboxylate C1(CC1)C(=O)NC1=C(C(=C(OC2=NC=CC=C2C2=NC(=NC=C2)N[C@@H]2CN(CCC2)C(=O)OC(C)(C)C)C=C1)F)F